5-fluoro-6-amino-pyridin FC=1C=CC=NC1N